FC1=C(C=C(C=C1)NC1=NC=CC=C1C1=C2N=CNC2=NC=N1)NC(C1=CC(=CC(=C1)C(F)(F)F)[N+](=O)[O-])=O N-(2-fluoro-5-(3-(9H-purin-6-yl)pyridin-2-ylamino)phenyl)-3-nitro-5-(trifluoromethyl)benzamide